C(C)C1=C(C=CC(=N1)N)C=1C=C(C=C2C=CC=NC12)F 6-ethyl-5-(6-fluoroquinolin-8-yl)pyridin-2-amine